N-(6-bromo-2,3-dihydro-1H-inden-1-yl)-5-chloro-2-methoxybenzamide BrC1=CC=C2CCC(C2=C1)NC(C1=C(C=CC(=C1)Cl)OC)=O